C(C)(C)(C)OC(=O)N[C@H](C(=O)OCC)C1CC2(CC2)C1 ethyl (2S)-2-(tert-butoxycarbonylamino)-2-spiro[2.3]hexan-5-yl-acetate